Cl.C1(=CC=CC=C1)C1=NN(C(=C1CCC)O)C1=NC=CC=C1 3-phenyl-4-n-propyl-1-(pyridin-2-yl)-1H-pyrazol-5-ol hydrochloride